ClCC=1C=C(C=CC1C)[C@@H](C(C(=O)OCC1=CC=CC=C1)(C)C)C1=C(C=2N(C=C1)C(=NN2)C(F)(F)F)C (R)-benzyl 3-(3-(chloromethyl)-4-methylphenyl)-2,2-dimethyl-3-(8-methyl-3-(trifluoromethyl)-[1,2,4]triazolo[4,3-a]pyridin-7-yl)propanoate